tert-butyl 3-[[(4-benzyloxy-4-oxo-butyl)amino]methyl]azetidine-1-carboxylate C(C1=CC=CC=C1)OC(CCCNCC1CN(C1)C(=O)OC(C)(C)C)=O